C(C)C(CCCP(O)(O)=O)(Br)CC diethyl-4-bromobutyl-phosphonic acid